F[C@H]1CNCCC1 (3R,4R)-3-fluoropiperidin